(1R,3S,5s,7s)-methyl 2-(5-chloropyrazin-2-yl)-2-azaadamantane-5-carboxylate ClC=1N=CC(=NC1)N1[C@@H]2CC3CC(C[C@@H]1C3)(C2)C(=O)OC